FC(C1=C(CN2C(C3=NN(C(=C3C2)C2=CC(=C(C=C2F)NC(=O)N)C)C2=C(C=CC=C2CC)CC)(C)C)C=CC(=C1)C(F)(F)F)(F)F 1-(4-(5-(2,4-bis(trifluoromethyl)benzyl)-2-(2,6-diethylphenyl)-6,6-dimethyl-2,4,5,6-tetrahydropyrrolo[3,4-c]pyrazol-3-yl)-5-fluoro-2-methylphenyl)urea